N1N=C(C=C1)N(C(C)=O)CC=1SC=CC1 N-(1H-pyrazol-3-yl)-N-(thiophen-2-ylmethyl)acetamide